N-(4-methoxyphenyl)-N-methylacetamide COC1=CC=C(C=C1)N(C(C)=O)C